5,6-dihydropentapheno[3,2,1-cd:10,11,12-c'd']diindole N1=CC2=C3C(C=CC=C13)=C1C(C=C3CCC=4C=C5C=C6C=NC=7C=CC=C(C67)C5=CC4C3=C1)=C2